COC(C1=CN=C(C=C1N[C@H](CO)C1=CC=CC=C1)NC1=CC=C2C(=N1)C1(OC2=O)CCCC1)=O (S)-4-((2-hydroxy-1-phenylethyl)amino)-6-((5'-oxo-5'H-spiro[cyclopentane-1,7'-furo[3,4-b]pyridin]-2'-yl)amino)nicotinic acid methyl ester